C12(C(CC(CC1)C(C)C)O2)C menthene oxide